1-(1H-benzimidazol-5-yl)-3-[4-(1,1-dioxido-4-oxo-1,2,5-thiadiazolidin-2-yl)-3-fluoro-5-hydroxyphenyl]urea N1C=NC2=C1C=CC(=C2)NC(=O)NC2=CC(=C(C(=C2)O)N2S(NC(C2)=O)(=O)=O)F